benzyl (S)-3-((S)-1-(benzylamino)-2-hydroxypropan-2-yl)piperidine-1-carboxylate C(C1=CC=CC=C1)NC[C@@](C)(O)[C@@H]1CN(CCC1)C(=O)OCC1=CC=CC=C1